C(C)(C)(C)OC(=O)N(C[C@@H](CC(=O)OC)C1=NC(=CC=C1)C1=CC=C(C=C1)O)C Methyl (R)-4-((tert-butoxycarbonyl)(methyl)amino)-3-(6-(4-hydroxyphenyl)pyridin-2-yl)butanoate